N-benzyl-N-(5-(hydroxymethyl)-2,2-dimethyl-1,3-dioxan-5-yl)-4-methylbenzenesulfonamide C(C1=CC=CC=C1)N(S(=O)(=O)C1=CC=C(C=C1)C)C1(COC(OC1)(C)C)CO